ClC1=CC(=NC=C1)[C@@H](C)N([S@](=O)C(C)(C)C)C (R)-N-((R)-1-(4-chloropyridin-2-yl)ethyl)-N,2-dimethylpropane-2-sulfinamide